tert-butyl N-[(2,4-dimethoxyphenyl)methyl]-N-[3-(trifluoromethyl)-6,7-dihydro-5H-thieno[3,2-b]pyran-6-yl]carbamate COC1=C(C=CC(=C1)OC)CN(C(OC(C)(C)C)=O)C1CC2=C(OC1)C(=CS2)C(F)(F)F